3-(2-(3-(tert-butyl)phenyl)-1H-indol-5-yl)cyclobutane-1-carboxylic acid C(C)(C)(C)C=1C=C(C=CC1)C=1NC2=CC=C(C=C2C1)C1CC(C1)C(=O)O